amino-2-(3,5-dichloro-4-((7-(3,3-difluorocyclobutyl)-1-oxo-2,5,6,7-tetrahydro-1H-cyclopenta[d]pyridazin-4-yl)oxy)phenyl)-1,2,4-triazine-3,5(2H,4H)-dione NN1C(N(N=CC1=O)C1=CC(=C(C(=C1)Cl)OC=1C2=C(C(NN1)=O)C(CC2)C2CC(C2)(F)F)Cl)=O